COCCOC1=CC=C(C=N1)C=O 6-(2-methoxyethoxy)-3-pyridinecarboxaldehyde